The molecule is an organic cation that is the conjugate acid of 4-O-methylrhodomycin D, obtained by protonation of the amino group; major species at pH 7.3. It is an ammonium ion derivative and an organic cation. It is a conjugate acid of a 4-O-methylrhodomycin D. CC[C@]1(C[C@@H](C2=C([C@H]1C(=O)OC)C(=C3C(=C2O)C(=O)C4=C(C3=O)C=CC=C4OC)O)O[C@H]5C[C@@H]([C@@H]([C@@H](O5)C)O)[NH3+])O